[Na+].C(C)S(=O)(=O)C=1C=CC(=NC1)CC(=O)[O-] 2-(5-(ethylsulfonyl)pyridin-2-yl)acetic acid sodium salt